OC(C1=C(C=C(C=C1)C)NS(=O)(=O)C1=CC=C(C)C=C1)C1=CC=CC=C1 N-(2-(hydroxy(phenyl)methyl)-5-methylphenyl)-p-toluenesulfonamide